CN1N=C(C=C1C)NC1=NC=C(C(=N1)C1=CNC2=C(C=CC=C12)NC(CN1C[C@H](CC1)OC1=NC=NC(=C1)N1CCN(CC1)C)=O)C (S)-N-(3-(2-((1,5-dimethyl-1H-pyrazol-3-yl)amino)-5-methylpyrimidin-4-yl)-1H-indol-7-yl)-2-(3-((6-(4-methylpiperazin-1-yl)pyrimidin-4-yl)oxy)pyrrolidin-1-yl)acetamide